ClC1=C2C=C(NC2=CC(=C1F)Cl)C(=O)OCC ethyl 4,6-dichloro-5-fluoro-1H-indole-2-carboxylate